5-(6-(Boc)-2,6-diazaspiro[3.3]hept-2-yl)-2-(7,8-dimethyl-[1,2,4]triazolo[1,5-a]pyridin-6-yl)-3-isopropyl-1H-pyrrolo[3,2-b]pyridine-1-carboxylic acid tert-butyl ester C(C)(C)(C)OC(=O)N1C(=C(C2=NC(=CC=C21)N2CC1(C2)CN(C1)C(=O)OC(C)(C)C)C(C)C)C=1C(=C(C=2N(C1)N=CN2)C)C